BrC=1C=CC=C2C(=C(C(=NC12)C(F)(F)F)C(=O)NN1CCOC2=C1C=CC=C2)N2CCOCC2 8-bromo-N-(2,3-dihydro-1,4-benzoxazin-4-yl)-4-morpholino-2-(trifluoromethyl)quinoline-3-carboxamide